3-ethyl-4-methyl-N-(4-[N-((1r,4r)-4-methylcyclohexylcarbamoyl)-sulfamoyl]phenethyl)-2-oxo-2,5-dihydro-1H-pyrrole-1-carboxamide C(C)C=1C(N(CC1C)C(=O)NCCC1=CC=C(C=C1)S(NC(NC1CCC(CC1)C)=O)(=O)=O)=O